tert-butyl-N-(3-oxopropyl)-N-(2-phenylethyl)carbamate C(C)(C)(C)OC(N(CCC1=CC=CC=C1)CCC=O)=O